C(C)(C)(C)OC(=O)NCC(C)N1N=C2C(CN([C@@H](C2)C)C(C2=CC(=C(C=C2)Cl)C#N)=O)=C1C(=O)OCC (6R)-Ethyl 2-(1-((tert-butoxycarbonyl) amino) propan-2-yl)-5-(4-chloro-3-cyanobenzoyl)-6-methyl-4,5,6,7-tetrahydro-2H-pyrazolo[4,3-c]pyridine-3-carboxylate